N[C@@H]1[C@H](C2CCC1CC2)C(=O)[O-] (2S-3S)-3-AMINO-BICYCLO[2.2.2]OCTAN-2-CARBOXYLAT